1-(2-ethyl-5-(9-(piperazin-1-ylmethyl)-3-azaspiro[5.5]undecane-3-carbonyl)phenyl)dihydropyrimidine-2,4(1h,3h)-dione C(C)C1=C(C=C(C=C1)C(=O)N1CCC2(CC1)CCC(CC2)CN2CCNCC2)N2C(NC(CC2)=O)=O